N1[C@@H](CCC1)CN(C(OC)=O)C1(CCC1)C1=CC(=CC=C1)C(F)(F)F methyl N-{[(2S)-pyrrolidin-2-yl] methyl}-N-{1-[3-(trifluoromethyl)phenyl]cyclobutyl}carbamate